COC1(NC(=CC=C1C1=CC=NC=C1)OC)NC(=O)N=S(=O)(N)C=1C=NN2C1OCC(C2)(C)C N'-((2,6-dimethoxy-[3,4-bipyridin]-2-yl)carbamoyl)-6,6-dimethyl-6,7-dihydro-5H-pyrazolo[5,1-b][1,3]oxazine-3-sulfonimidamide